methyl-5-(N-methyl-2,2-diphenylacetamido)isonicotinic acid CC1=C(C(=O)O)C(=CN=C1)N(C(C(C1=CC=CC=C1)C1=CC=CC=C1)=O)C